methoxymethyl 4-((tert-butyldimethylsilyl)oxy)-2-(fluoromethyl)-3,5,6-trimethylbenzoate [Si](C)(C)(C(C)(C)C)OC1=C(C(=C(C(=O)OCOC)C(=C1C)C)CF)C